N'-((3-fluoro-6-(2-methoxypyridin-4-yl)-2-methylphenyl)carbamoyl)-2-methyl-2,3-dihydropyrazolo[5,1-b]oxazole-7-sulfonimidamide FC=1C(=C(C(=CC1)C1=CC(=NC=C1)OC)NC(=O)N=S(=O)(N)C=1C=NN2C1OC(C2)C)C